7-propanoyl-4-(methyl)aminocyclohepta[7,6-b]indole hydrobromide Br.C(CC)(=O)C1=CC2=NC3=C(C=CC=C3C2=CC=C1)NC